CN1N=CC(=C1)C=1C=CC=2N(C1)N=CC2N2CCN(CC2)C(=O)O[C@H](C)C2=CC=NC=C2 (R)-1-(pyridin-4-yl)ethyl 4-(6-(1-methyl-1H-pyrazol-4-yl)pyrazolo[1,5-a]pyridin-3-yl)piperazine-1-carboxylate